N1C=NC2=C1C=CC(=C2)N2C(NCC2C=2C=C(C1=C(OCO1)C2)OC)=O 1-(1H-Benzo[d]imidazol-5-yl)-5-(4-methoxybenzo[d][1,3]dioxol-6-yl)imidazolidin-2-on